S1C(=CC=C1C(=O)O)C=1SC(=CC1)C(=O)O [2,2'-bithiophene]-5,5'-dicarboxylic acid